FC=1C=C2C(=NC1)C(=CN2S(=O)(=O)CC2=CC=CC=C2)C2CCNCC2 6-fluoro-3-(piperidin-4-yl)-1-toluenesulfonyl-1H-pyrrolo[3,2-b]Pyridine